CNC=1N=CC(=C2C=C(N=CC12)NC(=O)C1CC1)C#CC1=CC2=C(N=C(S2)C)C=C1 N-(8-(methylamino)-5-((2-methylbenzo[d]thiazol-6-yl)ethynyl)-2,7-naphthyridin-3-yl)cyclopropanecarboxamide